methylenediphenylene-bis(octadecyl thiocarbamate) C(C1=C(C=CC=C1)N(C([O-])=S)CCCCCCCCCCCCCCCCCC)C1=C(C=CC=C1)N(C([O-])=S)CCCCCCCCCCCCCCCCCC